(S)-1-((7-(6-chloro-1-(piperidin-3-yl)-1,2,3,4-tetrahydroquinolin-8-yl)thieno[3,2-b]pyridin-2-yl)methyl)pyrrolidine-2,5-dione, formic acid salt C(=O)O.ClC=1C=C2CCCN(C2=C(C1)C1=C2C(=NC=C1)C=C(S2)CN2C(CCC2=O)=O)[C@@H]2CNCCC2